6-methyl-2-(trifluoromethyl)benzaldehyde CC1=CC=CC(=C1C=O)C(F)(F)F